C(CC)(=O)[O-].O[PH2+]C1=CC=CC=C1 hydroxyl-phenyl-phosphonium propionate